OCCOC(C1=C(N=CC(=C1)C#N)C(F)(F)F)=O 5-cyano-2-(trifluoromethyl)nicotinic acid 2-hydroxyethyl ester